tert-butyl N-{2-[(4-{4-[4-(difluoromethoxy)pyridine-3-amido]-2,6-difluoro-phenoxy}-6-methoxy quinolin-7-yl)oxy]ethyl}-N-methylcarbamate FC(OC1=C(C=NC=C1)C(=O)NC1=CC(=C(OC2=CC=NC3=CC(=C(C=C23)OC)OCCN(C(OC(C)(C)C)=O)C)C(=C1)F)F)F